(1aR,5aR)-2-(5-Pentafluoroethyl-pyrazin-2-yl)-1a,2,5,5a-tetrahydro-1H-2,3-diaza-cyclopropa[a]pentalene-4-carboxylic acid (2-hydroxy-1,1-dimethylethyl)-amide OCC(C)(C)NC(=O)C=1C=2C[C@@H]3[C@H](C2N(N1)C1=NC=C(N=C1)C(C(F)(F)F)(F)F)C3